D-2-azido-2-deoxygalactose N(=[N+]=[N-])[C@@H](C=O)[C@@H](O)[C@@H](O)[C@H](O)CO